ClC1=CC=C(CN2[C@@]3(CCN(C3)C3=NC=CC=C3)C(N(CC2=O)C(C)C)=O)C=C1 (R)-6-(4-chlorobenzyl)-9-isopropyl-2-(pyridin-2-yl)-2,6,9-triazaspiro[4.5]-decane-7,10-dione